(E)-3-(3-(2-(tert-butyl)-6-(trifluoromethyl)pyridin-4-yl)-1H-1,2,4-triazol-1-yl)-2-(pyrimidin-5-yl)acrylamide C(C)(C)(C)C1=NC(=CC(=C1)C1=NN(C=N1)/C=C(/C(=O)N)\C=1C=NC=NC1)C(F)(F)F